ClC=1C(=C(C=CC1Cl)NC=1C2=C(N=CN1)C=NC(=C2)F)F N-(3,4-dichloro-2-fluorophenyl)-6-fluoropyrido[3,4-d]pyrimidin-4-amine